(rac)-4-[4-(4-bromophenoxy)azepan-1-yl]-1-methyl-2-oxo-1,2-dihydroquinoline-3-carbonitrile BrC1=CC=C(O[C@H]2CCN(CCC2)C2=C(C(N(C3=CC=CC=C23)C)=O)C#N)C=C1 |r|